4-guanidinyl-proline N(C(=N)N)C1C[C@H](NC1)C(=O)O